(2S,4R)-2-(2-(chloromethyl)allyl)-4-hydroxypyrrolidine-1,2-dicarboxylic acid 1-(tert-butyl) 2-methyl ester COC(=O)[C@]1(N(C[C@@H](C1)O)C(=O)OC(C)(C)C)CC(=C)CCl